N1(CCNCC1)C(=O)OOS(=O)(=O)C ((methylsulfonyl) oxy) piperazine-1-carboxylate